3-(3-(5-carbamoyl-2-chloro-3-nitrophenoxy)prop-1-yn-1-yl)piperidine-1-carboxylic acid tert-butyl ester C(C)(C)(C)OC(=O)N1CC(CCC1)C#CCOC1=C(C(=CC(=C1)C(N)=O)[N+](=O)[O-])Cl